8-((R)-2,3-Dihydroxy-propoxy)-2-fluoro-6,6-dimethyl-6H-benzo[b]naphtho[2,3-d]furan-11-one O[C@@H](COC=1C=C2C(C3=C(C4=C(O3)C=CC(=C4)F)C(C2=CC1)=O)(C)C)CO